ClC1=CC=C(C=C1)NC(NC1=CC(=CC=C1)C1=C(C=CC=C1Cl)Cl)=O 3-(4-chlorophenyl)-1-[3-(2,6-dichlorophenyl)phenyl]Urea